C(C)(=O)NC1=CC=C(CN2CCC(CC2)(CCC2=CC=CC=C2)CN(C(C)=O)C)C=C1 N-((1-(4-acetamidobenzyl)-4-phenethylpiperidin-4-yl)methyl)-N-methylacetamide